1,2-dimargaroyl-sn-glycero-3-phosphoethanolamine C(CCCCCCCCCCCCCCCC)(=O)OC[C@@H](OC(CCCCCCCCCCCCCCCC)=O)COP(=O)(O)OCCN